N-[5-[3-chloro-4-(trifluoromethoxy)phenyl]thiazol-2-yl]-5-methyl-8-oxo-6,7-dihydroindolizine-5-carboxamide ClC=1C=C(C=CC1OC(F)(F)F)C1=CN=C(S1)NC(=O)C1(N2C=CC=C2C(CC1)=O)C